FC(C=1OC=C(N1)CN1CC2(CN(C2)C(=O)N2CC3(C2)CC(C3)N3N=C(N=C3)C(F)(F)F)C1)(F)F [6-[[2-(trifluoromethyl)oxazol-4-yl]methyl]-2,6-diazaspiro[3.3]heptan-2-yl]-[6-[3-(trifluoromethyl)-1,2,4-triazol-1-yl]-2-azaspiro[3.3]heptan-2-yl]methanone